(3R,4S)-3-cyclopropyl-1-(6-(1-(1-ethylcyclopropyl)-1H-pyrazol-4-yl)pyrrolo[1,2-b]pyridazin-4-yl)-4-methyl-2-oxopyrrolidine-3-carbonitrile C1(CC1)[C@]1(C(N(C[C@H]1C)C=1C=2N(N=CC1)C=C(C2)C=2C=NN(C2)C2(CC2)CC)=O)C#N